C(#N)C(CNC=1C(=CC=C2C=CC(=CC12)C1=NC=CC(=N1)C(=O)NC1CCC(CC1)N(CC)CC)OC)=C 2-{8-[(2-cyano-2-methylideneethyl)amino]-7-methoxynaphthalen-2-yl}-N-[(1r,4r)-4-(diethylamino)cyclohexyl]pyrimidine-4-carboxamide